C1(CCCC1)C(C)(C)OC(=O)C=1C=C(C=CC1)C1C2C3C4C=CC(C3C(C1)C2)C4 8-(3-(2-cyclopentyl-2-propoxycarbonyl)phenyl)-tetracyclo[4.4.0.12,5.17,10]-3-dodecene